NC1=C(C=CC(=C1F)NCC1=CC=C(C=C1)C(F)(F)F)NC(CCCCCCCC)=O N-(2-Amino-3-fluoro-4-((4-(trifluoromethyl)benzyl)amino)phenyl)nonanamid